OCC1=CC=C(O1)C=O 5-(hydroxymethyl)furan-2-carbaldehyde